3-(1,2,3,5,6,7-hexahydro-s-indacen-4-yl)-1-[(1-methyl-1H-pyrazol-4-yl)[1-methyl-2-(trifluoromethyl)piperidin-4-yl]sulfamoyl]urea Sodium Salt [Na].C1CCC2=C(C=3CCCC3C=C12)NC(NS(N(C1CC(N(CC1)C)C(F)(F)F)C=1C=NN(C1)C)(=O)=O)=O